ethyl 3-(4-((5-cyclopropyl-3-(2,6-dichlorophenyl)isoxazol-4-yl)methoxy)piperidin-1-yl)-1-methyl-1H-pyrazole-5-carboxylate C1(CC1)C1=C(C(=NO1)C1=C(C=CC=C1Cl)Cl)COC1CCN(CC1)C1=NN(C(=C1)C(=O)OCC)C